5-(2,3-difluoro-4-(4-nitropyridin-3-yl)phenyl)-2-((1-phenyl-2,5,8,11,14-pentaoxahexadecan-16-yl)oxy)pyridine FC1=C(C=CC(=C1F)C=1C=NC=CC1[N+](=O)[O-])C=1C=CC(=NC1)OCCOCCOCCOCCOCCOCC1=CC=CC=C1